N-[2-[2-(dimethylamino)ethoxy]ethyl]-N-methylpropan-1,3-diamine CN(CCOCCN(CCCN)C)C